FC1=CC2=C(N(C(N=C2N2[C@H](CN(CC2)C(=O)OC(C)(C)C)C)=O)C=2C(=NC=CC2C)C(C)C)N=C1C1=C(C=CC=C1OC)F tert-butyl (3S)-4-(6-fluoro-7-(2-fluoro-6-methoxyphenyl)-1-(2-isopropyl 4-methylpyridin-3-yl)-2-oxo-1,2-dihydropyrido[2,3-d]pyrimidin-4-yl)-3-methylpiperazine-1-carboxylate